COC(=O)C1=CC=2N(C=C1)C(=NC2)C(F)(F)F 3-(trifluoromethyl)imidazo[1,5-a]Pyridine-7-carboxylic acid methyl ester